4-(4-chlorophenyl)-8-methyl-2-(4-phenylpiperazin-1-yl)-4H-pyrimido[1,2-a][1,3,5]triazin-6-ol ClC1=CC=C(C=C1)C1N=C(N=C2N1C(=CC(=N2)C)O)N2CCN(CC2)C2=CC=CC=C2